(1H-benzimidazol-5-ylamino)[4-(2-methyl-1,3-thiazol-5-yl)phenyl]acetonitrile N1C=NC2=C1C=CC(=C2)NC(C#N)C2=CC=C(C=C2)C2=CN=C(S2)C